C[C@@]12[C@@](CN(C1)C1=CC(N(C=3C=CC(=NC13)C#N)C)=O)(CNC2)C 8-[(3aS,6aR)-3a,6a-dimethyl-2,3,4,6-tetrahydro-1H-pyrrolo[3,4-c]pyrrol-5-yl]-5-methyl-6-oxo-1,5-naphthyridine-2-carbonitrile